C1(CCCC1)NCC=1N=C(SC1)C=1N=C2N(N=C(C=C2)NC=2C=C3C=NNC3=CC2)C1 {4-[(cyclopentylamino)methyl]thiazol-2-yl}-N-(1H-indazol-5-yl)imidazo[1,2-b]pyridazin-6-amine